(S)-7-([1,1'-biphenyl]-4-ylmethoxy)-6,8-dibromo-N-((4-chloro-3-nitrophenyl)sulfonyl)-2-(4-cyanobenzyl)-1,2,3,4-tetrahydroisoquinoline-3-carboxamide C1(=CC=C(C=C1)COC1=C(C=C2C[C@H](N(CC2=C1Br)CC1=CC=C(C=C1)C#N)C(=O)NS(=O)(=O)C1=CC(=C(C=C1)Cl)[N+](=O)[O-])Br)C1=CC=CC=C1